C(C1=CC(O)=C(O)C(O)=C1)(=O)[C@@]([C@]([C@](C(O)(C(C1=CC(O)=C(O)C(O)=C1)=O)C(C1=CC(O)=C(O)C(O)=C1)=O)(O)C(C1=CC(O)=C(O)C(O)=C1)=O)(O)C(C1=CC(O)=C(O)C(O)=C1)=O)(O)CO pentagalloyl-ribitol